BrC1CN(CC1)C(=O)OC(C)(C)C tert-butyl 3-bromopyrrolidine-1-carboxylate